tert-butyl 4-((6-(2-allyl-6-(methylthio)-3-oxo-2,3-dihydro-1H-pyrazolo[3,4-d]pyrimidin-1-yl)pyridin-2-yl)oxy)piperidine-1-carboxylate C(C=C)N1N(C2=NC(=NC=C2C1=O)SC)C1=CC=CC(=N1)OC1CCN(CC1)C(=O)OC(C)(C)C